C1(CC1)C1CCC(CC1)OC[C@H]1[C@H](CCC2=CC=C(C(N12)=O)C)NS(=O)(=O)C |r| rac-N-[(3S,4R)-4-({[(1S,4S)-4-cyclopropylcyclohexyl]oxy}methyl)-7-methyl-6-oxo-1,3,4,6-tetrahydro-2H-quinolizin-3-yl]methanesulfonamide